tert-butyl N-[(1S)-1-[(1R)-6-bromoindan-1-yl]-2-[4-(3-methylimidazol-4-yl)anilino]-2-oxo-ethyl]carbamate BrC1=CC=C2CC[C@H](C2=C1)[C@@H](C(=O)NC1=CC=C(C=C1)C=1N(C=NC1)C)NC(OC(C)(C)C)=O